(1R,2S,6R)-2,6-Dimethyl-3-oxabicyclo[4.2.0]octane-2-carbaldehyde C[C@]1([C@@H]2CC[C@@]2(CCO1)C)C=O